(E)-2-(2-bromo-4-fluorobenzylidene)-6-fluoro-2,3-dihydro-1H-inden-1-one BrC1=C(\C=C/2\C(C3=CC(=CC=C3C2)F)=O)C=CC(=C1)F